p-bromotrifluoromethoxybenzene C1=CC(=CC=C1OC(F)(F)F)Br